ClC1=C(C=C(C=C1)NC(=O)C=1N(N=C(C1C(F)(F)F)C(C(F)(F)F)(F)F)C)C(NC1(CC1)C#N)=O N-[4-chloro-3-[(1-cyano-cyclopropyl)carbamoyl]phenyl]-2-methyl-5-(1,1,2,2,2-pentafluoroethyl)-4-(trifluoro-methyl)pyrazole-3-carboxamide